(S)-1-(2-amino-2-cyclohexylacetyl)-6-(4-fluorobenzyl)-1,2,3,6-tetrahydro-5H-pyrrolo[2,3-c]pyridin-5-one N[C@H](C(=O)N1CCC=2C1=CN(C(C2)=O)CC2=CC=C(C=C2)F)C2CCCCC2